tert-butyl (2R,5s)-4-benzyl-5-(((R)-3-(methoxymethyl)morpholino)methyl)-2-methylpiperazine-1-carboxylate C(C1=CC=CC=C1)N1C[C@H](N(C[C@@H]1CN1[C@@H](COCC1)COC)C(=O)OC(C)(C)C)C